((1S,9S)-4-chloro-9-ethyl-5-fluoro-9-hydroxy-10,13-dioxo-2,3,9,10,13,15-hexahydro-1H,12H-benzo[de]pyrano[3',4':6,7]indolizino[1,2-B]quinolin-1-yl)-2-hydroxyacetamide ClC1=C2C=3C(=C4C(=NC3C=C1F)C1=CC3=C(C(N1C4)=O)COC([C@]3(O)CC)=O)[C@H](CC2)C(C(=O)N)O